2,6-dichloro-N-[[3-chloro-5-(trifluoromethyl)pyridine-2-yl]methyl]benzamide ClC1=C(C(=O)NCC2=NC=C(C=C2Cl)C(F)(F)F)C(=CC=C1)Cl